[N+](=O)([O-])C=1C(=C(C(=C(O)C1)[N+](=O)[O-])O)[N+](=O)[O-].[Pb] Lead Trinitroresorcinol